S1C(=NC2=C1C=CC=C2)NC(=O)C=2C=CC=C1CCN(CC21)C2=CC=C(C(=N2)C(=O)OC(C)(C)C)C2=C(C(=CC=C2)OCCCC2CCN(CC2)CC(=O)OC)C tert-butyl 6-(8-(benzo[d]thiazol-2-ylcarbamoyl)-3,4-dihydroisoquinolin-2(1H)-yl)-3-(3-(3-(1-(2-methoxy-2-oxoethyl)piperidin-4-yl)propoxy)-2-methylphenyl)picolinate